C(C)(=O)OC1=C(C(=C(C=2C(C(=C(OC12)C1=CC(O)=C(O)C=C1)O)=O)O)OC(C)=O)O diacetoxyquercetin